6-(Cyclohexyloxy)-pyridine-3-sulfonyl chloride C1(CCCCC1)OC1=CC=C(C=N1)S(=O)(=O)Cl